2-oxoethyl 1H-imidazole-1-carboxylate N1(C=NC=C1)C(=O)OCC=O